C(C)P(O)(=O)CC.COP(=O)(C)C.ClC1=C(C=CC(=N1)C(=O)NC([2H])([2H])[2H])N1CCN(CC1)CC=1C(=C2NC(C(=NC2=CC1)C)=O)C 6-chloro-5-(4-((2,5-dimethyl-3-oxo-4H-quinoxalin-6-yl)methyl)piperazin-1-yl)-N-(methyl-d3)pyridine-2-carboxamide methyl-dimethylphosphinate diethyl-phosphinate